NC1=NC=CC2=C(C=CC=C12)C=1C=C2C(CC3(CCNCC3)C2=CC1)OC1=C(C=CC=C1CC(=O)OCC)C#N 5-(1-aminoisoquinolin-5-yl)-3-(2-cyano-6-(2-ethoxy-2-oxoethyl)phenoxy)-2,3-dihydrospiro[indene-1,4'-piperidine]